O=C1N(C(CC1)=O)CC(=O)[O-] 2,5-dioxopyrrolidine-1-acetate